CS(=O)(=O)N[C@@H]1[C@@H](N(CCC1)C(=O)OC)CC1=CC(=CC=C1)C(=C)C methyl cis-3-((methylsulfonyl)amino)-2-(3-(prop-1-en-2-yl)benzyl)piperidine-1-carboxylate